ClC=1C=CC(=NC1OC)C1=CC(CC1)N1CCN(CC1)C=1C=CC(=NC1F)C(=O)NC 5-(4-(3-(5-chloro-6-methoxypyridin-2-yl)cyclopent-2-en-1-yl)piperazin-1-yl)-6-fluoro-N-methylpicolinamide